FC1=CN=C2N1C=C(C=C2)C2=CNC=1N=C(N=CC12)NC1CC(C1)(C(=O)N(C)C)C 3-((5-(3-fluoroimidazo[1,2-a]pyridin-6-yl)-7H-pyrrolo[2,3-d]pyrimidin-2-yl)amino)-N,N,1-trimethylcyclobutane-1-carboxamide